2-(2-iodophenyl)propan-1,1,1,3,3,3-d-2-ol IC1=C(C=CC=C1)C(C([2H])([2H])[2H])(C([2H])([2H])[2H])O